N1(C=NC=C1)C=1C=C(C(=O)NC2(CCC2)C(F)(F)F)C=CN1 2-(1H-imidazol-1-yl)-N-(1-(trifluoromethyl)cyclobutyl)isonicotinamide